CN1N=C(C2=CC=C(C=C12)[C@H]1CNCC1)C1C(NC(CC1)=O)=O 3-(1-methyl-6-((S)-pyrrolidin-3-yl)-1H-indazol-3-yl)piperidine-2,6-dione